ClC1=C(C(=C(C=C1OC)OC)Cl)C1CCC=2C(=NNC2C1)C1=C(C=CC=C1N)N(C)CCN(C)C (6-(2,6-dichloro-3,5-dimethoxyphenyl)-4,5,6,7-tetrahydro-1H-indazol-3-yl)-N1-(2-(dimethylamino)ethyl)-N1-methylbenzene-1,3-diamine